FC(C(=O)O)(F)F.C[C@@H]1NCC=2N(C1)C=NC2C(=O)OC Methyl (S)-6-methyl-5,6,7,8-tetrahydroimidazo[1,5-a]pyrazine-1-carboxylate trifluoroacetate